(-)-tert-Butyl 3-[6-[3-(trifluoromethyl)pyrrolidin-1-yl]-3-pyridyl]azetidine-1-carboxylate FC(C1CN(CC1)C1=CC=C(C=N1)C1CN(C1)C(=O)OC(C)(C)C)(F)F